(E)-anisole C1(=CC=CC=C1)OC